ClC1=C(C=CC=C1Cl)N1CCN(CC1)CCC1CC(C1)NC1=NC=C(C=N1)F N-(3-(2-(4-(2,3-dichlorophenyl)piperazin-1-yl)ethyl)cyclobutyl)-5-fluoropyrimidin-2-amine